5,25-dihydroxy-7,23-bis(2-hydroxy-7-((2-octyldecanoyl)oxy)heptyl)-15-methyl-13,17-dioxo-7,12,15,18,23-pentaazanonacosane-1,29-diyldiundecanoate OC(CCCCCCCCCCCCCCC(=O)[O-])CN(CCCCNC(CN(CC(NCCCCN(CC(CCCCCCCCCCCCCCC(=O)[O-])O)CC(CCCCCOC(C(CCCCCCCC)CCCCCCCC)=O)O)=O)C)=O)CC(CCCCCOC(C(CCCCCCCC)CCCCCCCC)=O)O